3-(6-chloro-4,9-dihydro-3H-pyrido[3,4-b]indol-1-yl)-2-methylpropanamide ClC=1C=C2C3=C(NC2=CC1)C(=NCC3)CC(C(=O)N)C